2-cyanopropan-2-yl (S)-6-diazo-2-((S)-2-methoxypropanamido)-5-oxohexanoate [N+](=[N-])=CC(CC[C@@H](C(=O)OC(C)(C)C#N)NC([C@H](C)OC)=O)=O